C(C)(C)(C)OC(=O)N1C[C@@H]([C@H](CC1)NC(C(OC1=CC=C(C=C1)C)(F)F)=O)C (3S,4S)-4-(2,2-difluoro-2-(p-tolyloxy)acetamido)-3-methylpiperidine-1-carboxylic acid tert-butyl ester